FC(COC1=CN=CC(=N1)N1CCC2(CCN(C2)C=2C=NC(=CC2)C(F)(F)F)CC1)(F)F 8-[6-(2,2,2-trifluoroethoxy)pyrazin-2-yl]-2-[6-(trifluoromethyl)pyridin-3-yl]-2,8-diazaspiro[4.5]decane